4-[(4-{[3-(2-methoxyethyl)-4-oxo-2-thioxo-1,3-thiazolidin-5-ylidene]methyl}phenoxy)methyl]benzoic acid COCCN1C(SC(C1=O)=CC1=CC=C(OCC2=CC=C(C(=O)O)C=C2)C=C1)=S